4-{5-[4-(1-tert-butoxycarbonyl-1,2,3,6-tetrahydro-pyridin-4-yl)-phenylcarbamoyl]-thiophen-3-yl}-piperazine-1-carboxylic acid tert-butyl ester C(C)(C)(C)OC(=O)N1CCN(CC1)C1=CSC(=C1)C(NC1=CC=C(C=C1)C=1CCN(CC1)C(=O)OC(C)(C)C)=O